N-(5-((6-((R)-3-(3-chloro-2,4-difluorophenyl)-isoxazolidine-2-yl)pyrimidine-4-yl)amino)-4-methoxy-2-(4-(4-(oxetane-3-yl)piperazine-1-yl)piperidine-1-yl)phenyl)acrylamide ClC=1C(=C(C=CC1F)[C@@H]1N(OCC1)C1=CC(=NC=N1)NC=1C(=CC(=C(C1)NC(C=C)=O)N1CCC(CC1)N1CCN(CC1)C1COC1)OC)F